ClC1=NC(=CC(=N1)C(=O)NCC#C)NC1=NNC(=C1)C1CC1 2-chloro-6-((5-cyclopropyl-1H-pyrazol-3-yl)amino)-N-(prop-2-yn-1-yl)pyrimidine-4-carboxamide